C(C)(C)(C)C1=CC(=NO1)NC(NC1CCC=2NC3=CC=C(C=C3C2C1)C(=O)NCC)=O 3-(3-(5-tert-butylisoxazol-3-yl)ureido)-N-ethyl-2,3,4,9-tetrahydro-1H-carbazole-6-carboxamide